2-methoxy-5-(3-methoxypiperidin-1-yl)benzenesulfonamide COC1=C(C=C(C=C1)N1CC(CCC1)OC)S(=O)(=O)N